IC=1C=CNC1C(=O)OC 4-iodo-5-(methoxycarbonyl)-1H-pyrrole